6-chloro-N-[5-chloro-1-(1-methylcyclopropyl)-1H-pyrazol-4-yl]-7-[1-(oxetan-3-yl)piperidin-4-yl]quinazolin-2-amine ClC=1C=C2C=NC(=NC2=CC1C1CCN(CC1)C1COC1)NC=1C=NN(C1Cl)C1(CC1)C